FC=1C=C(C=CC1)/C=C/C(=O)C1=C(C(=C(C=C1)OC)OC)OC (E)-3-(3-fluorophenyl)-1-(2,3,4-trimethoxyphenyl)prop-2-en-1-one